2-[1-cyclobutyl-6-(5-methyl-1H-1,2,3,4-tetrazol-1-yl)-1H-1,3-benzodiazol-2-yl]-5-ethoxy-1-methyl-N-(1,2-oxazol-4-yl)-6-oxo-1,6-dihydropyrimidine-4-carboxamide C1(CCC1)N1C(=NC2=C1C=C(C=C2)N2N=NN=C2C)C=2N(C(C(=C(N2)C(=O)NC=2C=NOC2)OCC)=O)C